sodium triphosphonate P(=O)([O-])OP(=O)([O-])OP(=O)[O-].[Na+].[Na+].[Na+]